N-((1-fluorocyclopropyl)methyl)-7-(fluoromethylsulphonylamino)-5-azaspiro[2.4]Heptane-5-carboxamide hydrochloride Cl.FC1(CC1)CNC(=O)N1CC2(CC2)C(C1)NS(=O)(=O)CF